C1(=CC=CC=C1)C(=O)C(O)C1=CC=CC=C1 anti-benzoin